COC1=CC=C(C=NN=C2NC(C(N2)CC(=O)Cl)=O)C=C1 2-(2-((4-methoxybenzylidene)hydrazineylidene)-5-oxoimidazolidine-4-yl)acetyl chloride